1-(5-{[(5-chlorothiophen-2-yl)methyl]amino}-3-(1-methanesulfonylpyrrolidin-2-yl)-1H-pyrazol-1-yl)-2,2-dimethylpropan-1-one ClC1=CC=C(S1)CNC1=CC(=NN1C(C(C)(C)C)=O)C1N(CCC1)S(=O)(=O)C